C(C)C1=NC(=CC=C1N1C[C@@H](CC(C1)(F)F)CC(=O)OC)C=1N=NN(C1CN1C(N(C(=C1)CC(C)C)C)=O)C methyl 2-[(3R)-1-[2-ethyl-6-(1-methyl-5-{[3-methyl-4-(2-methylpropyl)-2-oxo-2,3-dihydro-1H-imidazol-1-yl]methyl}-1H-1,2,3-triazol-4-yl)pyridin-3-yl]-5,5-difluoropiperidin-3-yl]acetate